8-(2-(2,6-dioxopiperidin-3-yl)-1-oxoisoindolin-4-yl)-N-(3-((3aR,4R,9bR)-4-(hydroxymethyl)-1-tosyl-2,3,3a,4,5,9b-hexahydro-1H-pyrrolo[3,2-c]quinolin-8-yl)phenyl)octanamide O=C1NC(CCC1N1C(C2=CC=CC(=C2C1)CCCCCCCC(=O)NC1=CC(=CC=C1)C1=CC=2[C@H]3[C@@H]([C@@H](NC2C=C1)CO)CCN3S(=O)(=O)C3=CC=C(C)C=C3)=O)=O